3-(4-fluorophenyl)-5-phenylisothiazole FC1=CC=C(C=C1)C1=NSC(=C1)C1=CC=CC=C1